FC1=C(C=CC(=C1)F)N1CCN(CC1)CC1=CC(=NC=C1)NC(=O)NCC 1-(4-((4-(2,4-difluorophenyl)piperazin-1-yl)methyl)pyridin-2-yl)-3-ethylurea